C(C)C1=CC(=C(C=C1)C1=NN=C(C(N1C)=O)N[C@H]1CN(CCC1)C)O (R)-3-(4-ethyl-2-hydroxyphenyl)-4-methyl-6-((1-methylpiperidin-3-yl)amino)-1,2,4-triazin-5(4H)-one